OCCS(=O)(=O)CC(CCCC(C(=O)ON1C(C2=CC=CC=C2C1=O)=O)(C)C1=CC(=CC=C1)C[C@H](C(=O)OC)C)(C)C 1,3-Dioxoisoindolin-2-yl 7-((2-hydroxyethyl)sulfonyl)-2-(3-((R)-3-methoxy-2-methyl-3-oxopropyl)phenyl)-2,6,6-trimethylheptanoate